2-((methoxysulfonyl)oxy)acetic acid COS(=O)(=O)OCC(=O)O